Cl.C(C)N=C=NCCCN(C)C 1-ethyl-3-(3-(dimethylamino)propyl)carbodiimide hydrochloride